tert-butyl 4-chloro-7-((6-(hydroxymethyl)-5-(tetrahydrofuran-3-yl) pyridin-2-yl) amino)-1-oxo-1,3-dihydro-2H-pyrrolo[3,4-c]pyridine-2-carboxylate ClC1=NC=C(C2=C1CN(C2=O)C(=O)OC(C)(C)C)NC2=NC(=C(C=C2)C2COCC2)CO